3-((1R,2S)-3-(tert-butoxy)-1-cyclopropyl-2-methyl-3-oxopropyl)phenyl 4-(5-fluoro-2-methoxypyridin-4-yl)-3-((isopropyl((2S,3R,4R,5R)-2,3,4,5,6-pentahydroxyhexyl)amino)methyl)benzoate FC=1C(=CC(=NC1)OC)C1=C(C=C(C(=O)OC2=CC(=CC=C2)[C@@H]([C@@H](C(=O)OC(C)(C)C)C)C2CC2)C=C1)CN(C[C@@H]([C@H]([C@@H]([C@@H](CO)O)O)O)O)C(C)C